[Sn+4].C(CCCCCCC)/C(/C(=O)OCCCCCCCC)=C/C(=O)[O-].C(CCCCCCC)/C(/C(=O)OCCCCCCCC)=C/C(=O)[O-].C(CCCCCCC)OC(\C(=C/C(=O)[O-])\CCCCCCCC)=O.C(CCCCCCC)OC(\C(=C/C(=O)[O-])\CCCCCCCC)=O di-n-octyl bis(n-octyl maleate) tin